FC=1C=C2C(=NC1)CN(C2)C(=O)NC2=CC=C(C=C2)NC(C(CO)(C)C)=O 3-fluoro-N-(4-(3-hydroxy-2,2-dimethylpropanamido)phenyl)-5,7-dihydro-6H-pyrrolo[3,4-b]pyridine-6-carboxamide